azobis(2-methyl-N-[1,1-bis(hydroxymethyl)-2-hydroxyethyl]propionamide) N(=NC(C(=O)NC(CO)(CO)CO)(C)C)C(C(=O)NC(CO)(CO)CO)(C)C